[P].[Na].[Ca] Calcium-Sodium Phosphorus